benzyl (2S)-4-[6-(5-tert-butoxy-1H-indazol-3-yl) pyrimidin-4-yl]-2-methyl-piperazine-1-carboxylate C(C)(C)(C)OC=1C=C2C(=NNC2=CC1)C1=CC(=NC=N1)N1C[C@@H](N(CC1)C(=O)OCC1=CC=CC=C1)C